2-(2-(3,4,5-trimethoxyphenyl)ethenyl)-4,6-bis(trichloromethyl)-s-triazine COC=1C=C(C=C(C1OC)OC)C=CC1=NC(=NC(=N1)C(Cl)(Cl)Cl)C(Cl)(Cl)Cl